5-bromo-7-iodo-2H-indazole BrC1=CC2=CNN=C2C(=C1)I